Ethyl (S)-2-allyl-2-(3-hydroxypropyl)-3-oxopent-4-enoate C(C=C)[C@](C(=O)OCC)(C(C=C)=O)CCCO